(S)-2-(3-(1-acetylpiperidin-4-yl)-5'-fluoro-1'-methyl-1H,1'H-[4,6'-biindazol]-1-yl)-N-(2-hydroxy-1-(5-methyl-1H-1,2,4-triazol-3-yl)ethyl)acetamide C(C)(=O)N1CCC(CC1)C1=NN(C=2C=CC=C(C12)C1=C(C=C2C=NN(C2=C1)C)F)CC(=O)N[C@H](CO)C1=NNC(=N1)C